((1R,2S)-2-fluorocyclopropyl)isoxazole-3-carboxamide F[C@@H]1[C@H](C1)C=1C(=NOC1)C(=O)N